ClC=1C(=NC=C(C1)B(O)O)C(=O)NC1(CC1)C(F)(F)F 3-Chloro-5-(dihydroxyboryl)-N-[(trifluoromethyl)cyclopropyl]pyridine-2-carboxamide